tert-Butyl 5-methoxy-4-((2-(4-(methoxycarbonyl)-3-methylphenyl)piperazin-1-yl)methyl)-7-methyl-1H-indole-1-carboxylate COC=1C(=C2C=CN(C2=C(C1)C)C(=O)OC(C)(C)C)CN1C(CNCC1)C1=CC(=C(C=C1)C(=O)OC)C